Tert-butyl {1-[trans-4-(pyridin-2-yloxy)cyclohexyl]-5,6-dihydro-4H-[1,2,4]triazolo[4,3-a][1]benzazepin-5-yl}carbamate N1=C(C=CC=C1)O[C@@H]1CC[C@H](CC1)C1=NN=C2N1C1=C(CC(C2)NC(OC(C)(C)C)=O)C=CC=C1